N1=C(C=CC=C1)C=1N=C(C2=C(N1)C=CS2)O 2-(Pyridin-2-yl)thieno[3,2-d]pyrimidin-4-ol